NC(C(CCC(=O)OC(C)(C)C)N1C(C2=CC=C(C=C2C1)Br)=O)=O tert-butyl 5-amino-4-(5-bromo-1-oxo-isoindolin-2-yl)-5-oxo-pentanoate